Ethyl-octafluoropentanoic acid C(C)C(C(C(C(C(=O)O)(F)F)(F)F)(F)F)(F)F